(3-fluorophenyl)-N-(3-methoxy-4-(trifluoromethyl)benzyl)-4-(tetrahydro-2H-pyran-4-yl)-1H-imidazol-2-amine FC=1C=C(C=CC1)N1C(=NC(=C1)C1CCOCC1)NCC1=CC(=C(C=C1)C(F)(F)F)OC